O=C1N(CCC(N1)=O)N1C(C2=CC=C(C=C2C1=O)CN1CCN(CC1)C1=NSC2=C1C=CC(=C2)F)=O 2-(2,4-dioxotetrahydropyrimidin-1(2H)-yl)-5-((4-(6-fluorobenzo[d]isothiazol-3-yl)piperazin-1-yl)methyl)isoindoline-1,3-dione